5-Amino-2-(4,4-difluorocyclohex-1-en-1-yl)-6-(5-(methoxymethoxy)-2-methylphenyl)pyrimidine-4-carboxamide NC=1C(=NC(=NC1C1=C(C=CC(=C1)OCOC)C)C1=CCC(CC1)(F)F)C(=O)N